(S)-tert-butyl (3-chloro-2-fluoro-6-(3-methylmorpholino)pyridin-4-yl)carbamate ClC=1C(=NC(=CC1NC(OC(C)(C)C)=O)N1[C@H](COCC1)C)F